NC1=CC=C(C=N1)/C=C/C(=O)NCC=1OC2=C(C1)C=C(C=C2C2=CC=C(C=C2)F)C2=CC=C(C=C2)OC2CCC(CC2)(F)F (E)-3-(6-amino-pyridin-3-yl)-N-((5-(4-((4,4-difluoro-cyclohexyl)oxy)phenyl)-7-(4-fluoro-phenyl)benzofuran-2-yl)methyl)acrylamide